O=C1N(CCC2=CC=NC=C12)CC=1OC2=C(C1)C=CC=C2C(=O)OC(C(F)(F)F)C 1,1,1-Trifluoropropan-2-yl 2-((1-oxo-3,4-dihydro-2,7-naphthyridin-2(1H)-yl)methyl)benzofuran-7-carboxylate